ClC1=CC(=C(\C=C/2\ON(OS2)CCCCCCC(=O)NO)C=C1)OC (Z)-7-(5-(4-chloro-2-methoxybenzylidene)-2,4-dioxathiazolidin-3-yl)-N-hydroxyheptanamide